FCCCCCCC1CO1 fluorohexyl ethylene oxide